C(C)(C)C1=C(C=CC=C1)C1=NC(=CC2=C1N=CN2C)C=C 4-(2-isopropylphenyl)-1-methyl-6-vinyl-1H-imidazo[4,5-c]pyridine